BrC=1C=C2C(C(=C(N(C2=CC1)O)C)CC1=CC=C(C=C1)OC(F)(F)F)=O 6-bromo-1-hydroxy-2-methyl-3-(4-trifluoromethoxybenzyl)-4(1H)-quinolinone